ethyl-1H-1,2,4-triazol-5-carboxylic acid C(C)N1N=CN=C1C(=O)O